CN(CCN1N=C(C(=C1)C(=O)NC1=NC(=CC=C1)C=1N2C(=NN1)CC[C@H]2C)OC)C (R)-1-(2-(dimethylamino)ethyl)-3-methoxy-N-(6-(5-methyl-6,7-dihydro-5H-pyrrolo[2,1-c][1,2,4]triazol-3-yl)pyridin-2-yl)-1H-pyrazole-4-carboxamide